3,5-difluoro-4-hydroxy-N-({(1r,4r)-4-[6-(1,2-oxazol-4-yl)-2H-indazol-2-yl]cyclohexyl}methyl)benzamide ethyl-2-(2-aminoethyl)-1-oxo-1,2,3,4-tetrahydroisoquinoline-7-carboxylate C(C)OC(=O)C1=CC=C2CCN(C(C2=C1)=O)CCN.FC=1C=C(C(=O)NCC2CCC(CC2)N2N=C3C=C(C=CC3=C2)C=2C=NOC2)C=C(C1O)F